COC=1C=C(C=CC1)C1C(C1)C(=O)N 2-(3-methoxyphenyl)cyclopropane-1-carboxamide